C(C)(C)(C)OC(=O)N1C=CC2=CC=C(C=C12)NC1=NC(=CC(=C1)N1CCC(CC1)OC)C#N 6-((6-cyano-4-(4-methoxypiperidin-1-yl)pyridin-2-yl)amino)-1H-indole-1-carboxylic acid tert-butyl ester